COC1=C(C=C(C=C1)C1=C(C=CC=C1)C1=NN=CN1C)N 4-methoxy-2'-(4-methyl-4H-1,2,4-triazol-3-yl)-[1,1'-biphenyl]-3-amine